NC1=NC(=C(C=2N1C(N(N2)CC=2N(C=NC2C)C)=O)C2=CC(=NC(=C2)C)CO)C2=CC=CC=C2 5-amino-2-[(3,5-dimethylimidazol-4-yl)methyl]-8-[2-(hydroxymethyl)-6-methyl-4-pyridyl]-7-phenyl-[1,2,4]triazolo[4,3-c]pyrimidin-3-one